acetyl-spermin C(C)(=O)NCCCNCCCCNCCCN